[N+](=O)([O-])[O-].[Fe+3].C(CCC(=O)O)(=O)O.[N+](=O)([O-])[O-].[N+](=O)([O-])[O-] succinic acid compound with ferric nitrate